4,4'-[(4-hydroxy-3-methoxyphenyl)methylene]bis(2-isopropylphenol) OC1=C(C=C(C=C1)C(C1=CC(=C(C=C1)O)C(C)C)C1=CC(=C(C=C1)O)C(C)C)OC